tert-Butyl 2-(4-(4-(2,4-dioxotetrahydropyrimidin-1(2H)-yl)phenyl)piperazin-1-yl)-7-azaspiro[3.5]nonane-7-carboxylate O=C1N(CCC(N1)=O)C1=CC=C(C=C1)N1CCN(CC1)C1CC2(C1)CCN(CC2)C(=O)OC(C)(C)C